F[C@]1([C@@H](C1)C(=O)OCC)C1=CC=C(C=C1)F trans-ethyl 2-fluoro-2-(4-fluorophenyl)cyclopropane-1-carboxylate